N-methyl-3-(1-methyl-1H-imidazol-4-yl)-4-((4-(pentafluoro-λ6-sulfanyl)benzyl)amino)benzenesulfonate CN(C1=C(C=C(C=C1)S(=O)(=O)[O-])C=1N=CN(C1)C)CC1=CC=C(C=C1)S(F)(F)(F)(F)F